Racemic-6-(3-(2-(1-(quinolin-5-yl)ethoxy)acetyl)-3,8-diazabicyclo[3.2.1]octan-8-yl)nicotinonitrile N1=CC=CC2=C(C=CC=C12)C(C)OCC(=O)N1CC2CCC(C1)N2C2=NC=C(C#N)C=C2